CCCCCCCCCCCCCCCCCC(=O)O[C@H](COC(=O)CCCCCCC/C=C\CCCCC)COP(=O)(O)OC[C@@H](C(=O)O)N 1-(9Z-pentadecenoyl)-2-octadecanoyl-glycero-3-phosphoserine